4-(difluoro(imidazo[1,2-a]pyridin-8-ylsulfonyl)methyl)-N-(pyridazin-4-yl)piperidine-1-carboxamide FC(C1CCN(CC1)C(=O)NC1=CN=NC=C1)(S(=O)(=O)C=1C=2N(C=CC1)C=CN2)F